Cl.Cl.C(C)N1CCC(CC1)N 1-ethylpiperidin-4-amine dihydrochloride